(S)-N-{(S)-1-[2-(6-bromobenzo[d]isoxazol-3-yl)phenyl]-2-(pyridin-2-yl)ethyl}-2-methylpropane-2-sulfinamide BrC1=CC2=C(C(=NO2)C2=C(C=CC=C2)[C@H](CC2=NC=CC=C2)N[S@@](=O)C(C)(C)C)C=C1